COCC(C(=O)O)C=C 2-methoxymethyl-3-butenoic acid